NC=1C=C(C=CC1)C1=CC2=C(N=CN=C2OC=2C=C(C=CC2)O)N1 3-[6-(3-Aminophenyl)-7H-pyrrolo[2,3-d]pyrimidin-4-yloxy]-phenol